2-methyl-2-(methylamino)pent-4-ynoic acid CC(C(=O)O)(CC#C)NC